N'-(1-methylpropylidene)-2-naphthoic acid hydrazide CC(CC)=NNC(=O)C1=CC2=CC=CC=C2C=C1